7-(Methylthio)pyrazolo[1,5-c]pyrimidine-3-carboxylic acid CSC1=NC=CC=2N1N=CC2C(=O)O